2-((3-(trifluoromethyl)pyrazin-2-yl)oxy)ethan-1-one FC(C=1C(=NC=CN1)OCC=O)(F)F